C(=CC1=C(C=C(C=C1)N=NS(=O)(=O)[O-])S(=O)(=O)O)C1=C(C=C(C=C1)N=NS(=O)(=O)[O-])S(=O)(=O)O.[K+].[K+].[K+].[K+].C(=CC1=C(C=C(C=C1)N=NS(=O)(=O)[O-])S(=O)(=O)O)C1=C(C=C(C=C1)N=NS(=O)(=O)[O-])S(=O)(=O)O tetrapotassium 4,4'-(1,2-ethenediyl)bis[2-(3-sulfo-phenyl)diazenesulfonate]